OCC1C2(OCCO2)CCN(C1)C(=O)OC methyl 6-(hydroxymethyl)-1,4-dioxa-8-azaspiro[4.5]decane-8-carboxylate